potassium (3-(benzyloxy)cyclobutyl)trifluoroborate C(C1=CC=CC=C1)OC1CC(C1)[B-](F)(F)F.[K+]